N-(2-methyl-5-nitrophenyl)maleimide CC1=C(C=C(C=C1)[N+](=O)[O-])N1C(C=CC1=O)=O